C(=O)C=1C=C(C2=C(N=C(O2)C=2C(=C(C=CC2)C2=C(C(=CC=C2)NC=2C3=C(N=C(N2)C)C=C(C=N3)CN3C[C@@H](CC3)O)C)C)C1)C#N (R)-5-formyl-2-(3'-((7-((3-hydroxypyrrolidin-1-yl)methyl)-2-methylpyrido[3,2-d]pyrimidin-4-yl)amino)-2,2'-dimethyl-[1,1'-biphenyl]-3-yl)benzo[d]oxazol-7-carbonitrile